tert-butyl (1S,2R,3R,5R)-2-fluoro-3-([5-[2-(methoxymethoxy)-4-(4,4,5-trimethyl-1,3,2-dioxaborolan-2-yl) phenyl]pyrazin-2-yl](methyl)amino)-8-azabicyclo[3.2.1]octane-8-carboxylate F[C@H]1[C@@H]2CC[C@H](C[C@H]1N(C)C1=NC=C(N=C1)C1=C(C=C(C=C1)B1OC(C(O1)(C)C)C)OCOC)N2C(=O)OC(C)(C)C